FC=1C=C(C=C(C1)F)N1CC(CC1=O)C(=O)NC=1SC(=CN1)C(F)(F)F 1-(3,5-difluorophenyl)-5-oxo-N-(5-(trifluoromethyl)thiazol-2-yl)pyrrolidine-3-carboxamide